ClC1=NC=C(C=N1)OC[C@@](CC(C)C)(C)NC(OC(C)(C)C)=O (S)-tert-butyl (1-((2-chloropyrimidin-5-yl)oxy)-2,4-dimethylpentan-2-yl)carbamate